2-(3-imino-1,2,4-triazinan-2-yl)acetic acid N=C1N(NCCN1)CC(=O)O